N-(1-cyclopropyl-2-oxo-1,2-dihydropyridin-3-yl)-2-(1-(fluoromethyl)-2-oxabicyclo[2.1.1]hexan-4-yl)-7-isopropoxyimidazo[1,2-a]pyridine-6-carboxamide C1(CC1)N1C(C(=CC=C1)NC(=O)C=1C(=CC=2N(C1)C=C(N2)C21COC(C2)(C1)CF)OC(C)C)=O